2-Nitro-1-phenylpropene [N+](=O)([O-])C(=CC1=CC=CC=C1)C